2-(tert-Butyl)-4-(1-(1-(5-(3-chloro-2-fluoro-6-(1H-tetrazol-1-yl)phenyl)-1-oxidopyridin-2-yl)-2-(4-fluoro-1H-pyrazol-1-yl)ethyl)-1H-pyrazol-4-yl)pyridine 1-oxide C(C)(C)(C)C1=[N+](C=CC(=C1)C=1C=NN(C1)C(CN1N=CC(=C1)F)C1=[N+](C=C(C=C1)C1=C(C(=CC=C1N1N=NN=C1)Cl)F)[O-])[O-]